CCC[C@@H](C)[C@H]1CC[C@H]2[C@@H]3CC[C@@H]4CCCC[C@]4(C)[C@H]3CC[C@]12C 5beta-cholan